2-(((S)-1-(1H-tetrazol-1-yl)propan-2-yl)oxy)-4-(2-((1-((1r,4r)-4-morpholinocyclohexyl)-3-(3-(thiazol-2-yl)propoxy)-1H-pyrazol-4-yl)amino)pyrimidin-5-yl)benzonitrile N1(N=NN=C1)C[C@H](C)OC1=C(C#N)C=CC(=C1)C=1C=NC(=NC1)NC=1C(=NN(C1)C1CCC(CC1)N1CCOCC1)OCCCC=1SC=CN1